CC1(C(N(C(N1CC1=CC(=NC=C1)N(C(OC(C)(C)C)=O)C(C)C)=O)C1=CC=C(C=C1)C1(CC1)C(F)(F)F)=O)C tert-butyl (4-((5,5-dimethyl-2,4-dioxo-3-(4-(1-(trifluoromethyl)cyclopropyl)phenyl)imidazolidin-1-yl)methyl)pyridin-2-yl)(isopropyl)carbamate